COC(=O)C1=NC=C(C=C1)C1OCC1 5-(oxetan-2-yl)pyridine-2-carboxylic acid methyl ester